(2R)-2-(2-(3-(4-aminobutoxy)phenyl)-2-phenylacetamido)-N-(2,6-difluoro-4-hydroxybenzyl)-5-((Z)-2-((2-propionamidoethyl)carbamoyl)guanidino)pentanamide NCCCCOC=1C=C(C=CC1)C(C(=O)N[C@@H](C(=O)NCC1=C(C=C(C=C1F)O)F)CCCN\C(=N/C(NCCNC(CC)=O)=O)\N)C1=CC=CC=C1